(S)-3-((Z)-2-(((S)-2-((2-(3-aminopropyl)-1-methyl-2H-indazol-1-ium-5-yl)oxy)-1-carboxy-ethoxy)imino)-2-(2-aminothiazol-4-yl)acetamido)-2,2-dimethyl-4-oxoazetidin-1-yl sulfate S(=O)(=O)(ON1C([C@@H](C1=O)NC(\C(\C=1N=C(SC1)N)=N/O[C@@H](COC1=CC2=CN([N+](=C2C=C1)C)CCCN)C(=O)O)=O)(C)C)[O-]